bis[4-(3-maleimidophenoxy)phenyl] ether C1(C=CC(N1C=1C=C(OC2=CC=C(C=C2)OC2=CC=C(C=C2)OC2=CC(=CC=C2)N2C(C=CC2=O)=O)C=CC1)=O)=O